benzyl dinitrotosylate [N+](=O)([O-])C=1C(=C(S(=O)(=O)OCC2=CC=CC=C2)C=CC1C)[N+](=O)[O-]